NC1=NC(=C2N=CN(C2=N1)CC1=C(C=C(C=C1F)[N+](=O)[O-])F)C=1C=C(C=NC1)C#N 5-[2-amino-9-[(2,6-difluoro-4-nitro-phenyl)methyl]purin-6-yl]pyridine-3-carbonitrile